N[C@H]1C[C@@H](CCC1)CNC1=NN(C(=C1)C1=CC(=C(C#N)C=C1)F)C=1C=C2C=NN(C2=CC1)C1=CC=NC=C1 4-(3-((((1R,3R)-3-aminocyclohexyl)methyl)amino)-1-(1-(pyridin-4-yl)-1H-indazol-5-yl)-1H-pyrazol-5-yl)-2-fluorobenzonitrile